ClC1=C(C=CC=C1C1=C(C(=NC=C1)C1=CC(=C(C=C1)CNC1CC(C1)(C)C)OC)Cl)C1=CC=C(C(=N1)OC)CNC1CCN(CC1)C(C)=O 1-(4-(((6-(2-Chloro-3-(3-chloro-2-(4-(((3,3-dimethylcyclobutyl)amino)methyl)-3-methoxyphenyl)pyridin-4-yl)phenyl)-2-methoxypyridin-3-yl)methyl)amino)piperidin-1-yl)ethan-1-one